C(C)OC=1C(=CNC(C1)=O)C1=CC(=C(C=C1)CC(=O)NC1=CC(=CC(=C1)C(F)(F)F)OCC1CN(C1)C)F 2-[4-(4-ethoxy-6-oxo-1H-pyridin-3-yl)-2-fluorophenyl]-N-[3-[(1-methylazetidin-3-yl)methoxy]-5-(trifluoromethyl)phenyl]acetamide